BrC=1C=C(C=C(C1)C=1C=NC=CC1C)O 3-bromo-5-(4-methylpyridin-3-yl)phenol